BrC=1C=C2C(=NC1)NN=C2C(=O)C=2C(=C(C=CC2F)NS(=O)(=O)C)F N-[3-(5-bromo-1H-pyrazolo[3,4-b]pyridine-3-carbonyl)-2,4-difluorophenyl]methanesulfonamide